5-bromoisoindole-1,3-dione BrC=1C=C2C(NC(C2=CC1)=O)=O